N-(5-(ethylthio)-1,3,4-thiadiazol-2-yl)-2-((4-oxo-1-phenyl-4,5-dihydro-1H-pyrazolo[3,4-d]pyrimidin-6-yl)thio)propanamide methyl-2-fluoro-3-methoxy-5-methylbenzoate COC(C1=C(C(=CC(=C1)C)OC)F)=O.C(C)SC1=NN=C(S1)NC(C(C)SC=1NC(C2=C(N1)N(N=C2)C2=CC=CC=C2)=O)=O